N(=O)N(O)C1=C(C=C(C=C1)Cl)Cl nitroso-N-(2,4-dichlorophenyl)-hydroxylamine